FC(C)(F)C1=NC=C(C(=N1)OC1=CC=CC=C1)C(=O)N[C@@H](C)\C=C\S(=O)(=O)C (S,E)-2-(1,1-difluoroethyl)-N-(4-(methylsulfonyl)but-3-en-2-yl)-4-phenoxypyrimidine-5-carboxamide